tert-butyl N-(4-{5-[2-(4-{[(tert-butoxy)carbonyl]amino}butanoyl)-1,3-dioxo-2,3-dihydro-1H-indene-5-carbonyl]-1,3-dioxo-2,3-dihydro-1H-inden-2-yl}-4-oxobutyl)carbamate C(C)(C)(C)OC(=O)NCCCC(=O)C1C(C2=CC=C(C=C2C1=O)C(=O)C=1C=C2C(C(C(C2=CC1)=O)C(CCCNC(OC(C)(C)C)=O)=O)=O)=O